NC1=C(C(N(N=C1)C1=CC=CC=C1)=O)Cl 5-amino-4-chloro-2-phenyl-3(2H)pyridazinone